[8-(1-octylnonoxy)-8-oxo-octyl] (2S)-4-[3-(dimethylamino)propanoyloxy]-1-(6-oxo-6-undecoxy-hexanoyl)pyrrolidine-2-carboxylate CN(CCC(=O)OC1C[C@H](N(C1)C(CCCCC(OCCCCCCCCCCC)=O)=O)C(=O)OCCCCCCCC(=O)OC(CCCCCCCC)CCCCCCCC)C